FC=1C=C2C=NN(C2=CC1O)C1=CC=C(C=C1)C1=CC=C(C=C1)S(=O)(=O)N 4'-(5-Fluoro-6-hydroxy-1H-indazol-1-yl)-[1,1'-biphenyl]-4-sulfonamide